NC=1C=C(C=C(C1)C(F)(F)F)[C@@H](C)NC=1C2=C(N=C(N1)N1CCC1)C=NC(=C2)N2CCC(CC2)C (R)-N-(1-(3-amino-5-(trifluoromethyl)phenyl)ethyl)-2-(azetidin-1-yl)-6-(4-methylpiperidin-1-yl)pyrido[3,4-d]pyrimidin-4-amine